benzyl (R)-4-(1-(tert-butoxycarbonyl)piperidine-4-carbonyl)-3-methylpiperazine-1-carboxylate C(C)(C)(C)OC(=O)N1CCC(CC1)C(=O)N1[C@@H](CN(CC1)C(=O)OCC1=CC=CC=C1)C